(S)-2-((4-(6-((5-acetyl-Thiophen-3-yl)methoxy)pyridin-2-yl)piperidin-1-yl)methyl)-1-(oxetan-2-ylmethyl)-1H-benzo[d]Imidazole-6-carboxylic acid C(C)(=O)C1=CC(=CS1)COC1=CC=CC(=N1)C1CCN(CC1)CC1=NC2=C(N1C[C@H]1OCC1)C=C(C=C2)C(=O)O